NC1=NC(=C(C=C1C=1C=C2CCNC(C2=CC1F)=O)C1=CC(=C(C=C1)N1CCOCC1)CN1C[C@H](CC1)OC)F (S)-6-(2-amino-6-fluoro-5-(3-((3-methoxypyrrolidin-1-yl)methyl)-4-morpholinophenyl)pyridin-3-yl)-7-fluoro-3,4-dihydroisoquinolin-1(2H)-one